1-(5-Fluoro-2-((7-(((1,1,1,3,3,3-hexafluoropropan-2-yl)oxy)carbonyl)-2,7-diazaspiro[3.5]nonan-2-yl)methyl)phenyl)piperidine-4-carboxylic acid FC=1C=CC(=C(C1)N1CCC(CC1)C(=O)O)CN1CC2(C1)CCN(CC2)C(=O)OC(C(F)(F)F)C(F)(F)F